CN(CCN1C(=NC2=C1C=CC=C2)CCNCCC=2OC1=C(C(=NC=C1)NCC1=NC=CC=C1F)N2)C 2-(2-((2-(1-(2-(dimethylamino)ethyl)-1H-benzo[d]imidazol-2-yl)ethyl)amino)ethyl)-N-((3-fluoropyridin-2-yl)methyl)oxazolo[4,5-c]pyridin-4-amine